3-[(3-chloro-5-fluoro-2-methoxyphenyl)amino]-2-[2-methoxypyrido[3,2-d]pyrimidin-8-yl]-1H,5H,6H,7H-pyrrolo[3,2-c]pyridin-4-one ClC=1C(=C(C=C(C1)F)NC1=C(NC2=C1C(NCC2)=O)C2=CC=NC1=C2N=C(N=C1)OC)OC